2-(4-tert-butylphenyl)-1H-benzimidazol-5-amine C(C)(C)(C)C1=CC=C(C=C1)C1=NC2=C(N1)C=CC(=C2)N